C(C)N1N=CC(=C1C=1C(=NC(=CC1)NC1(CC1)C)F)C(=O)N[C@@H]1C(NC2=C(C(=N1)C1=CC=CC=C1)C=CC=C2)=O 1-ethyl-5-[2-fluoro-6-[(1-methylcyclopropyl)amino]Pyridin-3-yl]-N-[(3S)-2-oxo-5-phenyl-1,3-dihydro-1,4-benzodiazepine-3-yl]Pyrazole-4-carboxamide